(R)-2-(5-((R)-5,5-dimethyltetrahydro-2H-pyran-2-yl)-3-fluoro-2-methoxyphenyl)-2-((R)-3-((5-(4-methoxy-5,6,7,8-tetrahydro-1,8-naphthyridin-2-yl)pentyl)oxy)pyrrolidin-1-yl)acetic acid CC1(CC[C@@H](OC1)C=1C=C(C(=C(C1)[C@H](C(=O)O)N1C[C@@H](CC1)OCCCCCC1=NC=2NCCCC2C(=C1)OC)OC)F)C